N-[(3S)-3-(4-chlorophenyl)-3-hydroxypropyl]-5-{2-acetamidoimidazo[1,2-b]pyridazin-6-yl}-2-methylpyridine-3-carboxamide ClC1=CC=C(C=C1)[C@H](CCNC(=O)C=1C(=NC=C(C1)C=1C=CC=2N(N1)C=C(N2)NC(C)=O)C)O